CC=1C=C(CC=2C=C(C=CC2)[C@H](CC(=O)O)NC(=O)NC=2C(N(C=CC2O)C)=O)C=CC1 (S)-3-(3-(3-methylbenzyl)phenyl)-3-(3-(4-hydroxy-1-methyl-2-oxo-1,2-dihydropyridin-3-yl)ureido)propanoic acid